C[C@@H]1N(C[C@H](N(C1)C1CCOCC1)C)C(=O)N1C(C=2NN=C(C2C1)NC(=O)C1=NC=C(C=C1)C)(C)C N-(5-{[(2S,5R)-2,5-dimethyl-4-(tetrahydro-2H-pyran-4-yl)piperazin-1-yl]carbonyl}-6,6-dimethyl-1,4,5,6-tetrahydropyrrolo[3,4-c]pyrazol-3-yl)-5-methylpyridine-2-carboxamide